CO[C@@H]1CC(C[C@@H]1OC)NC=1C2=C(N=C(N1)C=1N(C=CN1)C)SC(=C2C)C2=NN(C=C2)C(C)C N-((1s,3R,4S)-3,4-Dimethoxycyclopentyl)-6-(1-isopropyl-1H-pyrazol-3-yl)-5-methyl-2-(1-methyl-1H-imidazol-2-yl)thieno[2,3-d]pyrimidin-4-amine